COC=1C=C(CNC(C)=O)C=CC1N1N=C(C=2C=NC(=CC21)C=2C=NN1C2N=CC=C1)C N-(3-methoxy-4-(3-methyl-6-(pyrazolo[1,5-a]pyrimidin-3-yl)-1H-pyrazolo[4,3-c]pyridin-1-yl)benzyl)acetamide